ClC1=CC(=C(C=C1)C1=NC(=CC=2N=C(N(C(C21)=O)C)C)N2C[C@@H](OCC2)C=2C=NC(=CC2)C)F 5-(4-chloro-2-fluorophenyl)-2,3-dimethyl-7-((2S)-2-(6-methyl-3-pyridyl)-4-morpholinyl)pyrido[4,3-d]pyrimidin-4(3H)-one